3-(4-nitrobenzoyl)propionic acid [N+](=O)([O-])C1=CC=C(C(=O)CCC(=O)O)C=C1